C12=CC=C(C=C1)OOC1=CC=C(C=C1)S2(=O)=O 4,4'-dioxydiphenyl sulfone